NC=1C=2N(C3=C(N1)C=NC(=C3)C(=O)N3[C@@H]1[C@H](CCC3)OC3=C1C=C(C(=C3)C(F)(F)F)F)C=NC2 (4-aminoimidazo[1,5-a]pyrido[3,4-e]pyrazin-8-yl)((4aS,9bS)-8-fluoro-7-(trifluoromethyl)-3,4,4a,9b-tetrahydrobenzofuro[3,2-b]pyridin-1(2H)-yl)methanone